(R)-5-ethynyl-2-(4-trifluoromethyl-6-((1-methylpiperidin-3-yl)amino)pyridazin-3-yl)phenol C(#C)C=1C=CC(=C(C1)O)C=1N=NC(=CC1C(F)(F)F)N[C@H]1CN(CCC1)C